O[C@@H](C(=O)N)[C@H](C1=NC(=CC=C1)C=1C=CC2=C(OCCCN2C2=CC=C(C=C2)C(F)(F)F)C1)O (2R,3S)-2,3-dihydroxy-3-(6-(5-(4-(trifluoromethyl)phenyl)-2,3,4,5-tetrahydrobenzo[b][1,4]-oxazepin-8-yl)pyridin-2-yl)propanamide